2-(4-(6-((4-chloro-2-fluorobenzyl)oxy)-5-fluoropyridin-2-yl)-2,5-difluorophenyl)acetic acid ClC1=CC(=C(COC2=C(C=CC(=N2)C2=CC(=C(C=C2F)CC(=O)O)F)F)C=C1)F